ClC=1N=C(C2=C(N1)C=CS2)N2CCN(CC2)CC=2C=C1CN(C(C1=CC2)=O)N2C(NC(CC2)=O)=O 1-(5-((4-(2-chlorothieno[3,2-d]pyrimidin-4-yl)piperazin-1-yl)methyl)-1-oxoisoindolin-2-yl)dihydropyrimidine-2,4(1H,3H)-dione